C(C)(C)(C)OC(=O)N1CC=2N(N=C(C2C1)C1=CC=C(C=C1)C(F)(F)F)CC1=CC=CC=C1 1-benzyl-3-(4-(trifluoromethyl)phenyl)-4,6-dihydropyrrolo[3,4-c]pyrazole-5(1H)-carboxylic acid tert-butyl ester